CN1N=NC2=C1C=C(C=C2)C2=CNC=1N=C(N=CC12)NC1CCOCC1 5-(1-Methyl-1H-benzo[d][1,2,3]triazol-6-yl)-N-(tetrahydro-2H-pyran-4-yl)-7H-pyrrolo[2,3-d]pyrimidin-2-amine